1-(3-fluoro-2-hydroxymethylphenyl)-3-[3-(2-hydroxyethylamino)-5-trifluoromethoxyphenyl]urea FC=1C(=C(C=CC1)NC(=O)NC1=CC(=CC(=C1)OC(F)(F)F)NCCO)CO